ClC=1C=C(C=C(C1)Cl)NC(NC1=CC=C(C=C1)C1=NN=C2N1C1=CC(=C(C=C1N=C2)OC)C(=O)N)=O 1-(4-(3-(3,5-dichlorophenyl)ureido)phenyl)-7-methoxy-[1,2,4]triazolo[4,3-a]quinoxaline-8-carboxamide